1-(2-((tert-butyldimethylsilyl)oxy)-2-methylpropyl)-2-(ethoxymethyl)-4-iodo-1H-imidazole [Si](C)(C)(C(C)(C)C)OC(CN1C(=NC(=C1)I)COCC)(C)C